CN1C(=CC=2C1=CN=C(C2)C2(CC2)C(=O)N)C=2C(=C1C=CN(C1=CC2)COCC[Si](C)(C)C)C [1-methyl-2-(4-methyl-1-[[2-(trimethylsilyl)ethoxy]methyl]indol-5-yl)pyrrolo[2,3-c]pyridin-5-yl]cyclopropanecarboxamide